N1N=NC2=NC=CC=C21 1H-[1,2,3]triazolo[4,5-b]pyridine